leucine calcium salt [Ca+2].N[C@@H](CC(C)C)C(=O)[O-].N[C@@H](CC(C)C)C(=O)[O-]